3-(2-(2,3-dihydrobenzofuran-7-yl)-2-(1H-imidazol-4-yl)ethyl)pyridazine O1CCC2=C1C(=CC=C2)C(CC=2N=NC=CC2)C=2N=CNC2